1-methylimidazole-2-carboxylic acid CN1C(=NC=C1)C(=O)O